C1(CCC1)OC1=C(C=C(C=C1)N1N=NN=C1C1=CC2=C(C=CO2)C=C1)F N-(4-cyclobutoxy-3-fluorophenyl)-6-(1H-tetrazol-5-yl)benzofuran